ClC1=C(C=C(C=C1)F)[C@H]1C=2N(CC(N1)=O)C(=NC2NC(=O)N2CCC1=CC(=C(C=C21)F)F)C(=O)NC (S)-8-(2-chloro-5-fluorophenyl)-1-(5,6-difluoroindoline-1-carboxamido)-N-methyl-6-oxo-5,6,7,8-tetrahydroimidazo[1,5-a]pyrazine-3-carboxamide